N1(CCCCC1)C1CCN(CC1)C(=O)OC=1C(=C2C=C(NC2=CC1)C(=O)C=1OC2=C(C1)C=C(C=C2)NC(=O)NC2=NOC(=C2)C(C)(C)C)CN2CCOCC2 2-(5-(3-(5-(tert-Butyl)isoxazol-3-yl)ureido)benzofuran-2-carbonyl)-4-(morpholinomethyl)-1H-indol-5-yl [1,4'-bipiperidine]-1'-carboxylate